3-bromo-1-cyclopropyl-1H-1,2,4-triazole-5-carbaldehyde BrC1=NN(C(=N1)C=O)C1CC1